2-((3-(3-methoxy-6a,7,9,10-tetrahydropyrazino[1,2-d]pyrido[3,2-b][1,4]oxazin-8(6H)-yl)-3-oxopropoxy)methyl)azetidin COC1=CC=2OCC3N(C2N=C1)CCN(C3)C(CCOCC3NCC3)=O